CC(C(C1=C(C=C(C(=C1)OCCCCC)OCCCCC)[N+](=O)[O-])C(C)(C)N(P(OCCC#N)[O-])C(C)C)(C)C 2-Cyanoethyl (2,2-dimethyl-1-(2-nitro-4,5-bis(pentyloxy)phenyl) propyl)diisopropylphosphoramidite